3-chloro-5-fluoro-mesitylene ClC1(CC(=CC(C1)(C)F)C)C